4-bromo-5-methyl-1-((1-methylcyclohexyl)methyl)-1H-pyrazole BrC=1C=NN(C1C)CC1(CCCCC1)C